[C@@H]12[C@@H](C[C@@H](CC1)C2)NC(=O)NCC2=CC(=NC=C2)N2C=NC(=C2)C(F)(F)F |r| 1-[rac-(1R,2R,4S)-2-bicyclo[2.2.1]heptanyl]-3-[[2-[4-(trifluoro-methyl)imidazol-1-yl]pyridin-4-yl]methyl]urea